C1(CC1)N1C=C2C(=NN=C(C2=CC1=O)C)N[C@H](C)C=1C(=C(C#N)C=CC1)C (R)-3-(1-((6-cyclopropyl-1-methyl-7-oxo-6,7-dihydropyrido[3,4-d]pyridazin-4-yl)amino)ethyl)-2-methylbenzonitrile